NC1=C2C(=NC=N1)N(N=C2I)[C@H]2C[C@@H](CCC2)O (1R,3R)-3-(4-amino-3-iodo-1H-pyrazolo[3,4-d]pyrimidin-1-yl)cyclohexanol